(S)-2-(1-(2,6-dichloropyrimidin-4-yl)piperidin-2-yl)ethan-1-ol ClC1=NC(=CC(=N1)N1[C@@H](CCCC1)CCO)Cl